(±)-3-(Fmoc-amino)-2-phenylpropionic acid C(=O)(OCC1C2=CC=CC=C2C2=CC=CC=C12)NC[C@H](C(=O)O)C1=CC=CC=C1 |r|